FC=1C=C(C=C(C1C)F)B(O)O (3,5-difluoro-4-methylphenyl)boronic acid